FC=1C(=C(OC2=C(C=C(C(=C2)C(F)(F)F)F)C=2NC3=CC=NC=C3C(C2)=O)C=CC1F)OC 2-[2-(3,4-difluoro-2-methoxy-phenoxy)-5-fluoro-4-(trifluoromethyl)phenyl]-1H-1,6-naphthyridin-4-one